N1=CC(=CC=C1)CN(C1=CC=C(C=C1)O)[C@@H]1CNCC1 4-[3-pyridylmethyl-[(3S)-pyrrolidin-3-yl]amino]phenol